1,3-bis(1,1-dimethylallyloxy)-2-propanol difluorophosphate P(=O)(F)(F)OC(COC(C=C)(C)C)COC(C=C)(C)C